((((9H-fluoren-9-yl) methoxy) carbonyl) amino)-5-(bis(2-((1-(4,4-dimethyl-2,6-dioxocyclohexylidene)-3-methylbutyl) amino) ethyl) amino)-5-oxovalerate C1=CC=CC=2C3=CC=CC=C3C(C12)COC(=O)NC(C(=O)[O-])CCC(=O)N(CCNC(CC(C)C)=C1C(CC(CC1=O)(C)C)=O)CCNC(CC(C)C)=C1C(CC(CC1=O)(C)C)=O